rac-(1S*,2S*)-2-(2-amino-6-methoxypyridin-4-yl)-N-(4-(((6-cyclopropylimidazo[1,2-a]pyridin-2-yl)methyl)amino)pyridin-2-yl)cyclopropane-1-carboxamide NC1=NC(=CC(=C1)[C@@H]1[C@H](C1)C(=O)NC1=NC=CC(=C1)NCC=1N=C2N(C=C(C=C2)C2CC2)C1)OC |r|